6-[(2-chloropyrimidin-4-yl)amino]-4-fluoro-2H-isoquinolin-1-one ClC1=NC=CC(=N1)NC=1C=C2C(=CNC(C2=CC1)=O)F